N(=C=O)C(C)(C)C1=CC=C(C=C1)C(C)(C)N=C=O 1,4-bis-(2-isocyanato-prop-2-yl)benzene